C=1OC(N2C1C=NC=C2)=O oxazolo[3,4-a]pyrazin-3-one